ClC=1C(=CC2=C(C[C@](O2)(C2=CC=CC=C2)C2NC[C@](C2)(C)O)C1C1=C(C(=O)N)C=CC(=C1F)OC[C@H](C)O)F 2-((2s,4r)-5-chloro-6-fluoro-2-(4-hydroxy-4-methylpyrrolidin-2-yl)-2-phenyl-2,3-dihydrobenzofuran-4-yl)-3-fluoro-4-((S)-2-hydroxypropoxy)benzamide